tert-butyl(2-amino-5-(4-(methyl(tetrahydro-2H-pyran-4-yl)amino)piperidin-1-yl)phenyl)carbamate C(C)(C)(C)OC(NC1=C(C=CC(=C1)N1CCC(CC1)N(C1CCOCC1)C)N)=O